di-tert-butyl ((2S,4R)-2-fluoro-5-(11-fluoro-7-oxo-7,8-dihydrobenzo[5,6]azepino[3,4-b]indol-6(5H)-yl)pentane-1,4-diyl)dicarbamate F[C@H](CNC(OC(C)(C)C)=O)C[C@H](CN1C(C=2NC=3C=CC(=CC3C2C2=C(C1)C=CC=C2)F)=O)NC(OC(C)(C)C)=O